COC=1C=C(C=C(C1OC)OC)CCC1=CC(=C(C(=C1)OC)OC)OC 1,2-bis(3,4,5-trimethoxyphenyl)ethane